F[C@@H]1[C@@H]([C@@H](N(C1)C(=O)[C@@H]1OCCC1)CC=1C(=C(C=CC1)C1=C(C=CC(=C1)F)F)F)NS(=O)(=O)CC N-{(2S,3R,4S)-4-fluoro-1-[(2R)-oxolane-2-carbonyl]-2-[(2,2',5'-trifluoro[1,1'-biphenyl]-3-yl)methyl]pyrrolidin-3-yl}ethanesulfonamide